CNC(=O)C=1C(N(C=C(C1)C(=O)N[C@H]1[C@H](C1)C)CC1=CC(=CC=C1)C)=O |r| (+/-)-N3-methyl-1-(3-methylbenzyl)-N5-((cis)-2-methylcyclopropyl)-2-oxo-1,2-dihydropyridine-3,5-dicarboxamide